BrC=1C(=CC=C2C(=C(NC12)C(=O)OCC)[C@H](C)CCOC1=CC=CC2=CC=CC=C12)C |r| (rac)-ethyl 7-bromo-6-methyl-3-(4-(naphthalen-1-yloxy)butan-2-yl)-1H-indole-2-carboxylate